(E)-N-(4-((4-(Trifluoromethyl)benzyl)amino)phenyl)dec-5-enamid FC(C1=CC=C(CNC2=CC=C(C=C2)NC(CCC\C=C\CCCC)=O)C=C1)(F)F